COC1=CC=C(CNC=2N=C3C(=NC2C(C(C(CC)=O)N2CCN(CC2)C(=O)OC(C)(C)C)=O)SC(=C3)C)C=C1 tert-butyl 4-(1-(2-((4-methoxybenzyl)amino)-6-methylthieno[2,3-b]pyrazin-3-yl)-1,3-dioxopentan-2-yl)piperazine-1-carboxylate